(1S)-3-(methylamino)-1-thiophen-2-ylpropan-1-ol CNCC[C@H](O)C=1SC=CC1